1-(fluoromethyl)cyclopropane-1-carbaldehyde FCC1(CC1)C=O